2-(2-chlorophenyl)-N-(2-methylmercaptoethylaminothiocarbonyl)-2-[4-(trifluoromethyl)-2-pyridyl]acetamide ClC1=C(C=CC=C1)C(C(=O)NC(=S)NCCSC)C1=NC=CC(=C1)C(F)(F)F